IC1=C(C=C(C=C1)C(F)(F)F)O 2-Iodo-5-(trifluoromethyl)phenol